NC1=CC=C(N[C@@H]2CN(CC2)C(C)=O)C=C1 (S)-1-(3-(4-aminoanilino)pyrrolidin-1-yl)ethanone